(1R,4R)-N1-(4-(1-cyclopentyl-5-(cyclopropyl-methyl)-1H-pyrazol-4-yl)pyrimidin-2-yl)cyclohexane-1,4-diamine C1(CCCC1)N1N=CC(=C1CC1CC1)C1=NC(=NC=C1)NC1CCC(CC1)N